C(CC\C=C/C=CCCCC=CC=CCC)=O (Z)-4,6,11,13-Hexadecatetraenal